4-(cyclopropylamino)-6-(1H-pyrazol-4-yl)-N-(2-(pyridin-3-yl)ethyl)quinoline-3-carboxamide C1(CC1)NC1=C(C=NC2=CC=C(C=C12)C=1C=NNC1)C(=O)NCCC=1C=NC=CC1